C(CCCCCCCC)(=O)C1C(=O)NC(C1)=O n-nonanoylsuccinimide